1-benzyl-3-(2-(dimethylamino)propan-2-yl)piperidin-3-ol C(C1=CC=CC=C1)N1CC(CCC1)(O)C(C)(C)N(C)C